[N+](=O)([O-])C1=CC=C(C=C1)N=NC1=C(C=C(O)C=C1)O 4-(4-nitrophenylazo)-resorcinol